CC1=CC=C(C=C1)N(CCO)CCO N,N-bis(2-hydroxyethyl)-p-toluidine